(3-(trifluoromethyl)cyclopentyl)methylamine FC(C1CC(CC1)CN)(F)F